4-(1-(5-chloro-3H-imidazo[4,5-b]pyridin-3-yl)ethyl)tetrahydro-2H-pyran-4-ol ClC1=CC=C2C(=N1)N(C=N2)C(C)C2(CCOCC2)O